COCCOC1=CC=C2C(=CC(=NC2=C1)C1=CC=CC=C1)C(=O)O 7-(2-methoxyethoxy)-2-phenylquinoline-4-carboxylic acid